3,4-dimethyl-pyrrole-2,5-dione CC=1C(NC(C1C)=O)=O